FC(C(C(C(F)(F)F)(F)F)(F)F)(F)OCCOCCOCCOCCOCCO pentaethylene glycol perfluorobutyl ether